tert-butyl ((1r,4r)-4-(5-amino-3-chloropyrazin-2-yl)cyclohexyl)carbamate NC=1N=C(C(=NC1)C1CCC(CC1)NC(OC(C)(C)C)=O)Cl